C(C)S(=O)C=1C=C(C=NC1)C(CC#N)N1N=CC(=C1)C=1C2=C(N=CN1)NC=C2 3-[5-(ethylsulfinyl)pyridin-3-yl]-3-[4-(7H-pyrrolo[2,3-d]pyrimidin-4-yl)-1H-pyrazol-1-yl]propanenitrile